C1(=CC=CC=C1)C1=NC=CC2=C3C(=CC=C12)C1=CC=CC=C1C=C3 phenylnaphtho[2,1-f]isoquinoline